6-(azetidin-1-yl)-[1,2,4]triazolo[1,5-a]pyridin-2-amine N1(CCC1)C=1C=CC=2N(C1)N=C(N2)N